(2-(8-Amino-3-(5-(1,1-difluoro-2-hydroxypropan-2-yl)-2-methylphenyl)imidazo[1,2-a]pyrazin-6-yl)cyclopropyl)(4-methylpiperazin-1-yl)methanone trifluoroacetate salt FC(C(=O)O)(F)F.NC=1C=2N(C=C(N1)C1C(C1)C(=O)N1CCN(CC1)C)C(=CN2)C2=C(C=CC(=C2)C(C(F)F)(C)O)C